3-fluoro-2-trifluoromethyl-bromobenzene FC=1C(=C(C=CC1)Br)C(F)(F)F